(6R,12aR)-6-(benzo[d][1,3]dioxol-5-yl)-2-methyl-7-nicotinoyl-2,3,6,7,12,12a-hexahydropyrazino[1',2':1,6]pyrido[3,4-b]indole-1,4-dione O1COC2=C1C=CC(=C2)[C@H]2N1[C@H](CC3=C2N(C=2C=CC=CC32)C(C3=CN=CC=C3)=O)C(N(CC1=O)C)=O